C1(CCCCC1)C=1C=C(C=C(C1)C1CCCCC1)N(C1=C(C=C(C(=O)N)C=C1)F)C 4-((3,5-dicyclohexylphenyl)(methyl)amino)-3-fluorobenzamide